ClC=1N=C(N2C1C(=CC(=C2)S(=O)(=O)NC2(COC2)C)N2C[C@@H]1COCCN1[C@H](C2)C)C=2SC(=NN2)C(F)F 1-chloro-3-(5-(difluoromethyl)-1,3,4-thiadiazol-2-yl)-8-((6S,9aR)-6-methylhexahydropyrazino[2,1-c][1,4]oxazin-8(1H)-yl)-N-(3-methyloxetan-3-yl)imidazo[1,5-a]pyridine-6-sulfonamide